1,4-dimethylcyclohexane diisocyanate [N-]=C=O.[N-]=C=O.CC1CCC(CC1)C